2-[3-(3,6-diphenyl-9H-carbazol-9-yl)phenyl]dibenzo[f,h]quinoxaline C1(=CC=CC=C1)C=1C=CC=2N(C3=CC=C(C=C3C2C1)C1=CC=CC=C1)C=1C=C(C=CC1)C1=NC2=C3C(=C4C(=C2N=C1)C=CC=C4)C=CC=C3